FC=1C=C(C=CC1F)C1CN(CC12CCC2)C(=O)C2=CN=CC(N2)=O 6-(8-(3,4-difluorophenyl)-6-azaspiro[3.4]octane-6-carbonyl)pyrazin-2(1H)-one